C(C)C=1SC2=C(N1)C=CC(=C2)[N+](=O)[O-] 2-ethyl-6-nitro-1,3-benzothiazole